(E)-3-(dimethylamino)-1-(4-methoxynaphthalene-1-yl)-2-(3-fluoro-4-methoxyphenyl)prop-2-ene tert-butyl-(2-chloro-3-fluoro-4-(4,4,5,5-tetramethyl-1,3,2-dioxaborolan-2-yl)benzyl)carbamate C(C)(C)(C)N(C(O)=O)CC1=C(C(=C(C=C1)B1OC(C(O1)(C)C)(C)C)F)Cl.CN(/C=C(\CC1=CC=C(C2=CC=CC=C12)OC)/C1=CC(=C(C=C1)OC)F)C